vinyl-carbamic acid tertiary butyl ester C(C)(C)(C)OC(NC=C)=O